4-[6-[(2-chloro-3-cyano-4-pyridinyl)amino]-3-methyl-2-oxo-benzoimidazol-1-yl]-2-(cyclopropylmethoxy)butanoic acid methyl ester COC(C(CCN1C(N(C2=C1C=C(C=C2)NC2=C(C(=NC=C2)Cl)C#N)C)=O)OCC2CC2)=O